COC(C1=C(C(=CC(=C1)F)[N+](=O)[O-])C(CC=1NC=CN1)=O)=O 2-(2-(1H-imidazol-2-yl)acetyl)-5-fluoro-3-nitrobenzoic acid methyl ester